(1R,2S)-2-[1-(tert-Butoxycarbonyl)-3-[(3-oxo-2H-1-benzofuran-7-yl)amino]indazol-6-yl]-5'-methoxy-2'-oxospiro[cyclopropane-1,3'-indole]-1'-carboxylic acid tert-butyl ester C(C)(C)(C)OC(=O)N1C([C@@]2(C3=CC(=CC=C13)OC)[C@@H](C2)C2=CC=C1C(=NN(C1=C2)C(=O)OC(C)(C)C)NC2=CC=CC=1C(COC12)=O)=O